C(C)C=1C(=CC2=C(N(C(N2)=O)[C@H]2CN(CCC2)CC)C1)C=1C=C(C=2N(C1)N=CN2)OC (R)-6-Ethyl-1-(1-ethylpiperidin-3-yl)-5-(8-methoxy-[1,2,4]triazolo[1,5-a]pyridin-6-yl)-1,3-dihydro-2H-benzo[d]imidazol-2-on